5-({2-[6-(2,2,2-trifluoroethyl)quinazolin-4-yl]-2,7-diazaspiro[3.5]non-7-yl}methyl)-1,3-dihydro-2H-isoindole-2-carboxylate FC(CC=1C=C2C(=NC=NC2=CC1)N1CC2(C1)CCN(CC2)CC=2C=C1CN(CC1=CC2)C(=O)[O-])(F)F